5,11-dihydro-indolo[3,2-b]carbazole C1=C2C(=CC=C1)NC=1C2=CC=2NC3=CC=CC=C3C2C1